[Pt+2].C(CC(=O)[O-])(=O)[O-].C1(C(CCCC1)N)N (1,2-cyclohexanediamine) malonate platinum